C(C)(C)N1CCN(CC1)C(=O)C1=CC=C(C=C1)C1=CC=CC=2N1N=CC2C(=O)N2CCCCC2 (4-Isopropylpiperazin-1-yl)(4-(3-(piperidine-1-carbonyl)pyrazolo[1,5-a]pyridin-7-yl)phenyl)methanone